(acetonitrile) copper trifluoromethanesulfonate FC(S(=O)(=O)[O-])(F)F.[Cu+2].C(C)#N.FC(S(=O)(=O)[O-])(F)F